N-(3-(1-benzyl-1H-benzo[d]imidazol-6-yl)-1H-pyrazol-5-yl)4-(2-hydroxyethoxy)benzamide C(C1=CC=CC=C1)N1C=NC2=C1C=C(C=C2)C2=NNC(=C2)NC(C2=CC=C(C=C2)OCCO)=O